BrC=1C=NN2C1C=C(C=C2)C2=CC(=C(O2)C(NC2=CC=CC=C2)=O)C(=O)O 5-(3-bromopyrazolo[1,5-a]pyridin-5-yl)-2-(phenylcarbamoyl)furan-3-carboxylic acid